ClC=1C=C(C=CC1F)N(C(=O)[C@H]1N(C(C(C1)CC#N)=O)C1=NC(=CC(=C1)C(F)(F)F)C)C (2S)-N-(3-chloro-4-fluorophenyl)-4-(cyanomethyl)-N-methyl-1-[6-methyl-4-(trifluoromethyl)pyridin-2-yl]5-Oxopyrrolidine-2-carboxamide